NC1=C(C=C(C=C1)C1=CC=C(C=C1)F)NC(=O)C=1SC2=C(C1)C=C(C=C2)CS(=O)(=O)C N-[2-amino-5-(4-fluorophenyl)phenyl]-5-[(methylsulfonyl)methyl]benzothiophene-2-carboxamide